3,3-dimethyl-4-[1-[(3-methylmorpholin-3-yl)methyl]indazol-3-yl]-1-tetrahydropyran-2-yl-pyrrolo[2,3-b]pyridin-2-one CC1(C(N(C2=NC=CC(=C21)C2=NN(C1=CC=CC=C21)CC2(NCCOC2)C)C2OCCCC2)=O)C